4-nitrophenyl 1-(3-bromophenyl)-3-methyl-5-oxo-4,5-dihydro-1H-pyrazole-4-carboxylate BrC=1C=C(C=CC1)N1N=C(C(C1=O)C(=O)OC1=CC=C(C=C1)[N+](=O)[O-])C